CN(CCOC(CCC1CCCC1)=O)C 3-cyclopentylpropionic acid-2-dimethylaminoethyl ester